1-(4-fluoro-3-methoxy-2-methylphenyl)-3-(6-methoxy-2-methylpyridin-3-yl)-7-(trifluoromethyl)-2,3-dihydroquinazolin-4(1H)-one FC1=C(C(=C(C=C1)N1CN(C(C2=CC=C(C=C12)C(F)(F)F)=O)C=1C(=NC(=CC1)OC)C)C)OC